N[C@H](C(=O)NC1=NC=CC(=C1)[C@@H](COC)N1C(N[C@@H](C1)C(F)(F)F)=O)C1CCC(CC1)C(F)(F)F (2S)-2-amino-N-(4-((S)-2-methoxy-1-((S)-2-oxo-4-(trifluoromethyl)-imidazolidin-1-yl)ethyl)pyridin-2-yl)-2-(4-(trifluoromethyl)cyclohexyl)acetamide